tert-butyl 3-(4-bromophenyl)-2,4-dioxo-1,3,7-triazaspiro[4.5]decane-7-carboxylate BrC1=CC=C(C=C1)N1C(NC2(C1=O)CN(CCC2)C(=O)OC(C)(C)C)=O